CC([C@H](N)C(=O)O)CC(=O)O 3-methylglutamic acid